[5-bromo-3-[2-(tert-butoxycarbonyl-methyl-amino)-ethyl]-2,4-dioxo-3,4-dihydro-2H-pyrimidin-1-yl]-methyl acetate C(C)(=O)OCN1C(N(C(C(=C1)Br)=O)CCN(C)C(=O)OC(C)(C)C)=O